C(=O)(OC(C)(C)C)[C@](N)(CCCCN)C(=O)O α-Boclysine